5-fluoro-2-oxoindoline-1-carboxylic acid tert-butyl ester C(C)(C)(C)OC(=O)N1C(CC2=CC(=CC=C12)F)=O